N-[2-(benzyl-4-hydroxypiperidin-4-yl)ethyl]-1-[3-(trifluoromethoxy)phenyl]piperidine-4-carboxamide C(C1=CC=CC=C1)N1CCC(CC1)(O)CCNC(=O)C1CCN(CC1)C1=CC(=CC=C1)OC(F)(F)F